B(OC1[C@@H](O)[C@@H](O)[C@H](O)[C@H](O1)CO)[O-] mannosyl boronate